(4-Chloro-1-methyl-1H-pyrazol-3-yl)-{4-[2-(3-fluoro-phenyl)-ethyl]-piperazin-1-yl}-methanone ClC=1C(=NN(C1)C)C(=O)N1CCN(CC1)CCC1=CC(=CC=C1)F